1-(3-((4-amino-7-(3-(dimethylamino)propyl)-5-(4-phenoxyphenyl)-7H-pyrrolo[2,3-d]pyrimidin-6-yl)ethynyl)pyrrolidin-1-yl)prop-2-en-1-one NC=1C2=C(N=CN1)N(C(=C2C2=CC=C(C=C2)OC2=CC=CC=C2)C#CC2CN(CC2)C(C=C)=O)CCCN(C)C